methyl 2-(4-(4-(trifluoromethyl)-1H-imidazol-2-yl)phenyl)acetate FC(C=1N=C(NC1)C1=CC=C(C=C1)CC(=O)OC)(F)F